5-(6-chloro-5-((1S,2S)-2-phenylcyclopropyl)pyridazin-3-yl)pyrimidine-2,4(1H,3H)-dione ClC1=C(C=C(N=N1)C=1C(NC(NC1)=O)=O)[C@@H]1[C@H](C1)C1=CC=CC=C1